decyl 4-(benzyl(4-(heptadecan-9-yloxy)-4-oxobutyl)amino)butanoate C(C1=CC=CC=C1)N(CCCC(=O)OCCCCCCCCCC)CCCC(=O)OC(CCCCCCCC)CCCCCCCC